NCC1=CC=C(C=C1)NC(=O)C1=CC2=C(OCCC3=C2SC=C3)C=C1C=1C(=NC(=CC1)C(NCC(CO)(C)C)=O)C(=O)OC methyl 3-(9-((4-(aminomethyl)phenyl)carbamoyl)-4,5-dihydrobenzo[b]thieno[2,3-d]oxepin-8-yl)-6-((3-hydroxy-2,2-dimethylpropyl)carbamoyl)picolinate